C1(CCCCC1)C(C(=O)N1C(CC(C1)O)C(=O)NC)N1N=NC(=C1)C1CC1 1-(2-cyclohexyl-2-(4-cyclopropyl-1H-1,2,3-triazol-1-yl)acetyl)-4-hydroxy-N-methylpyrrolidine-2-carboxamide